C(C)(C)(C)OC(=O)N1CC2CN(CC2C1)CCOC1=CC=C2C(=CC=NC2=C1)Cl.CC1=CN=C(O1)CC(=O)N 2-(5-methyl-1,3-oxazol-2-yl)acetamide Tert-Butyl-5-{2-[(4-Chloroquinolin-7-Yl)Oxy]Ethyl}-Octahydropyrrolo[3,4-c]Pyrrole-2-Carboxylate